C1(C(C=CC=C1)C)(C)OC1=C2C=CC=CC2=CC2=CC=CC=C12 10-xylenyloxyanthracene